Bromo-2,2-dimethyl-1,2,3,4-tetrahydronaphthalen-1-amine hydrochloride Cl.BrC1(C(CCC2=CC=CC=C12)(C)C)N